methyl 5-(5-((3,5-dichloropyridin-4-yl)carbamoyl)-2-(difluoromethoxy)phenoxy)pentanoate ClC=1C=NC=C(C1NC(=O)C=1C=CC(=C(OCCCCC(=O)OC)C1)OC(F)F)Cl